FC(C1=NN=C(O1)C1=CC(=C(CN2N=NC(=C2)C=2C=C(C=CC2)NC(=O)N2CCOCC2)C=C1)F)F N-(3-(1-(4-(5-(difluoromethyl)-1,3,4-oxadiazol-2-yl)-2-fluorobenzyl)-1H-1,2,3-triazol-4-yl)phenyl)morpholine-4-carboxamide